1-hydroxy-5,5-dimethylhydantoin ON1C(=O)NC(=O)C1(C)C